BrC=1C=C2C=C(N=CC2=CC1)NC(=O)C1CCN(CC1)C N-(6-bromoisoquinolin-3-yl)-1-methylpiperidine-4-carboxamide